tert-butyl N-[(3S)-5,5-difluoro-8-[5-(1-methyl-1-methylsulfonyl-ethyl)-1,3,4-oxadiazol-2-yl]-2-oxo-1-[(4-phenoxyphenyl)methyl]-3,4-dihydro-1-benzazepin-3-yl]carbamate FC1(C[C@@H](C(N(C2=C1C=CC(=C2)C=2OC(=NN2)C(C)(S(=O)(=O)C)C)CC2=CC=C(C=C2)OC2=CC=CC=C2)=O)NC(OC(C)(C)C)=O)F